5-(2-(tert-butylamino)-2-oxoacetyl)-1,4-dimethyl-1H-pyrrole-3-carboxylic acid methyl ester COC(=O)C1=CN(C(=C1C)C(C(=O)NC(C)(C)C)=O)C